ClC1=C(C=CC(=C1F)F)C1N=C(NC(=C1C(=O)OCC)[C@@H]1CC[C@H](CC1)C1=NN(C(=C1)C(=O)OC)C)C=1SC=CN1 (trans)-Ethyl 4-(2-chloro-3,4-difluorophenyl)-6-(4-(5-(methoxycarbonyl)-1-methyl-1H-pyrazol-3-yl)cyclohexyl)-2-(thiazol-2-yl)-1,4-dihydropyrimidine-5-carboxylate